C(C=CCCC(=O)N)(=O)N hexenediamide